2,6-dichloro-4-(1-(4-methyl-4H-1,2,4-triazol-3-yl)-3-methylenecyclobutyl)pyridine ClC1=NC(=CC(=C1)C1(CC(C1)=C)C1=NN=CN1C)Cl